ClC1=C(C(=CC=C1)Cl)N1N=C(C(=C1)NC1=CC=C(C=C1)N1N=C(C(=C1)C)C)C(=O)N 1-(2,6-dichlorophenyl)-4-((4-(3,4-dimethyl-1H-pyrazol-1-yl)phenyl)amino)-1H-pyrazole-3-carboxamide